1-bromo-2-fluoro-4-(2,2,2-trifluoroethoxy)benzene BrC1=C(C=C(C=C1)OCC(F)(F)F)F